C(C)(=O)C1=C(CC2=CC=CC(=C2C1=O)O)CC(CC(=O)O)=O 3-Acetyl-1,4-dihydro-5-hydroxy-β,4-dioxo-2-naphthalenebutanoic acid